6-(3-ethylsulfonyl-6-iodo-imidazo[1,2-a]pyridin-2-yl)-2,2-difluoro-5H-[1,3]dioxolo[4,5-f]isoindol-7-one C(C)S(=O)(=O)C1=C(N=C2N1C=C(C=C2)I)N2CC=1C=C3C(=CC1C2=O)OC(O3)(F)F